C(CCC)[C@@]1(CS(C2=C(N(C1)C1=CC=CC=C1)C=C(C(=C2)O\C=C(\C(=O)O)/F)SC)(=O)=O)C (S)-(Z)-3-((3-butyl-3-methyl-7-(methylthio)-1,1-dioxido-5-phenyl-2,3,4,5-tetrahydro-1,5-benzothiazepin-8-yl)oxy)-2-fluoroacrylic acid